O1C(=CC=C1)C=C furanyl-ethylene